C(C=C)(=O)N1CCN(CC1)C1=CC(N(C2=CC(=C(C=C12)F)C1=C(C=CC=C1O)F)C=1C(=NC=CC1C)C(C)C)=O 4-(4-acryloylpiperazin-1-yl)-6-fluoro-7-(2-fluoro-6-hydroxyphenyl)-1-(2-Isopropyl-4-methylpyridin-3-yl)quinolin-2(1H)-one